(R)-5-(1-(3,5-Dichloropyridin-4-yl)ethoxy)-3-(6-(6-methyl-2,6-diazaspiro[3.3]heptan-2-yl)pyridin-3-yl)-1H-indazole ClC=1C=NC=C(C1[C@@H](C)OC=1C=C2C(=NNC2=CC1)C=1C=NC(=CC1)N1CC2(C1)CN(C2)C)Cl